methyl (1r,4R)-6'-acetyl-4-(3-chloroanilino)-2'-[(2R)-3-hydroxy-2-methylpropyl]spiro[cyclohexane-1,1'-indene]-4-carboxylate C(C)(=O)C1=CC=C2C=C(C3(C2=C1)CCC(CC3)(C(=O)OC)NC3=CC(=CC=C3)Cl)C[C@H](CO)C